2,3-dihydroxypropyl (E)-dodec-4-enoate C(CC\C=C\CCCCCCC)(=O)OCC(CO)O